N-(1-(2-(6-(Difluoromethyl)imidazo[1,2-a]pyrazin-3-yl)pyrimidin-4-yl)piperidin-3-yl)methanesulfonamide FC(C=1N=CC=2N(C1)C(=CN2)C2=NC=CC(=N2)N2CC(CCC2)NS(=O)(=O)C)F